(+-)-4-(3-(2-((2R)-2-hydroxy-7-azabicyclo[2.2.1]heptan-7-yl)acetyl)-2-methyl-5-(2-(tetrahydro-2H-pyran-4-yl)ethyl)-1H-pyrrol-1-yl)benzonitrile O[C@H]1C2CCC(C1)N2CC(=O)C2=C(N(C(=C2)CCC2CCOCC2)C2=CC=C(C#N)C=C2)C